ClC=1C(N(C(=CC1OCC1=NC=C(C=C1C)F)C)C1=CC(=NC=C1C)C1=NC(=CC=C1)C(C)(C)O)=O (M)-3-chloro-4-((5-fluoro-3-methylpyridin-2-yl)methoxy)-6''-(2-hydroxypropan-2-yl)-5',6-dimethyl-2H-[1,4':2',2''-terpyridin]-2-one